FC(S(=O)(=O)N1CC2C=3C(CC1)=C1C(=CC3COC2)OCO1)(F)F 3-((Trifluoromethyl)sulfonyl)-1,2,3,4,4a,7-hexahydro-5H-[1,3]dioxolo[4',5':6,7]isochromeno[4,5-cd]azepine